N1C(C2(C3=CC=CC=C13)CCCCC2)=O spiro[cyclohexane-1,3'-indole]-2'(1'H)-one